(E)-ethyl 3-(6-fluoropyridin-2-yl)acrylate FC1=CC=CC(=N1)/C=C/C(=O)OCC